(±)-N-(3-Bromo-2-fluorophenyl)-7-[2-(4-methylpiperazin-1-yl)ethyl]-7,8-dihydro[1,4]dioxino[2,3-g]quinazolin-4-amine BrC=1C(=C(C=CC1)NC1=NC=NC2=CC3=C(C=C12)O[C@@H](CO3)CCN3CCN(CC3)C)F |r|